CNC=1N=CC(=C2C=C(N=CC12)NC(=O)C1CC1)C#CC=1N=NC=CC1 N-(8-(methylamino)-5-(pyridazin-3-ylethynyl)-2,7-naphthyridin-3-yl)cyclopropanecarboxamide